COC=1C=C(C=C(C1)OC)C1CCC=2C(=NNC2C1)C=1N(N=CC1[N+](=O)[O-])CC 6-(3,5-dimethoxyphenyl)-3-(2-ethyl-4-nitropyrazol-3-yl)-4,5,6,7-tetrahydro-1H-indazole